C1(=CC=CC=C1)C=1OC(=C2C(=CC=C(C12)C1=CC=CC=C1)C1=CC=CC=C1)C1=CC=CC=C1 1,3,4,7-tetraphenylisobenzofuran